S(=O)(=O)(OC[C@H]([C@H]([C@@H]([C@H]([C@H](C(=O)NCCCO)O)O)O)O)O)[O-].[Na+] Sodium (2R,3R,4S,5R,6R)-2,3,4,5,6-pentahydroxy-7-((3-hydroxypropyl)amino)-7-oxoheptyl sulfate